diethyl 2-(6-methoxy-3-nitropyridin-2-yl)malonate COC1=CC=C(C(=N1)C(C(=O)OCC)C(=O)OCC)[N+](=O)[O-]